2S-(Octanoyl)mercaptopropyltriethoxysilane C(CCCCCCC)(=O)SC(C[Si](OCC)(OCC)OCC)C